gold-platinum-palladium [Pd].[Pt].[Au]